C(CCCCCCCCCCC)(=O)OCC(O)CO Glycerol monolaurate